2-(1-((6-(5-((((cyclobutylmethyl)(methyl)carbamoyl)oxy)methyl)-1-methyl-1H-1,2,3-triazol-4-yl)pyridin-3-yl)ethynyl)cyclopropyl)acetic acid C1(CCC1)CN(C(=O)OCC1=C(N=NN1C)C1=CC=C(C=N1)C#CC1(CC1)CC(=O)O)C